CN1CCN(CC1)CCC(=O)N 3-(4-methylpiperazin-1-yl)propanamide